(tetra-chloro)(tetrahydrofuran) tungsten [W].ClC1(C(OCC1)(Cl)Cl)Cl